(S)-6-(3-((4-Methyl-4H-1,2,4-triazol-3-yl)methyl)oxetan-3-yl)-2-(6-(trifluoro-methyl)-4-((3-(trifluoromethyl)piperidin-1-yl)methyl)pyridin-2-yl)isoindolin-1-one CN1C(=NN=C1)CC1(COC1)C1=CC=C2CN(C(C2=C1)=O)C1=NC(=CC(=C1)CN1C[C@H](CCC1)C(F)(F)F)C(F)(F)F